4-(3-Ethoxy-3-oxopropyl)pyridine-2-carboxylic acid C(C)OC(CCC1=CC(=NC=C1)C(=O)O)=O